C(CC)C(CCC[O-])(CCC[O-])CCC 4,4-dipropyl-1,7-heptanediolAt